bicycloundecen C1(=CCCCCCCCCC1)C1=CCCCCCCCCC1